CN1C(C(=C(C2=CC=C(C=C12)OC1COC1)N1CCC(CC1)C=1OC2=C(N1)C=C(C=C2)C)C#N)=O 1-Methyl-4-[4-(5-methyl-1,3-benzooxazol-2-yl)piperidin-1-yl]-7-[(oxetan-3-yl)oxy]-2-oxo-1,2-dihydroquinoline-3-carbonitrile